C(C1=CC=CC=C1)(=O)O[C@H]1[C@H](O[C@@H]([C@@H]([C@@H]1OC(C1=CC=CC=C1)=O)OC(C1=CC=CC=C1)=O)[C@@H]([C@H](C=C)C)N[S@](=O)C(C)(C)C)SCCC=C (2R,3R,4S,5S,6R)-2-(but-3-en-1-ylthio)-6-((1R,2S)-1-(((R)-tert-butylsulfinyl)amino)-2-methylbut-3-en-1-yl)tetrahydro-2H-pyran-3,4,5-triyl tribenzoate